methyl 3-methylbenzodithioate CC=1C=C(C(=S)SC)C=CC1